C(#N)C[C@H](C(=O)NC=1N=NC(=C(C1)C1CC1)C1=C(C=C(C=C1)C#C)OCOCC)NC(OCC1C2=CC=CC=C2C=2C=CC=CC12)=O (9H-fluoren-9-yl)methyl (R)-(3-cyano-1-((5-cyclopropyl-6-(2-(ethoxymethoxy)-4-ethynylphenyl)pyridazin-3-yl)amino)-1-oxopropan-2-yl)carbamate